4-(4-amino-3-(4-phenoxyphenyl)-1H-pyrazolo[3,4-d]pyrimidin-1-yl)-N-(2-(4-(2-(2,6-dioxopiperidin-3-yl)-1-oxoisoindolin-5-yl)piperazin-1-yl)ethyl)piperidine-1-carboxamide NC1=C2C(=NC=N1)N(N=C2C2=CC=C(C=C2)OC2=CC=CC=C2)C2CCN(CC2)C(=O)NCCN2CCN(CC2)C=2C=C1CN(C(C1=CC2)=O)C2C(NC(CC2)=O)=O